3-(2-methoxyphenoxy)-1-(thiophen-2-yl)-N-methylpropylamine COC1=C(OCCC(C=2SC=CC2)NC)C=CC=C1